N-[1-[(4-methoxyphenyl)methyl]-5-[[(1R)-1-phenylethyl]-carbamoyl]-pyrazol-3-yl]-6-(4-methylpiperazin-1-yl)pyridine-3-carboxamide COC1=CC=C(C=C1)CN1N=C(C=C1C(N[C@H](C)C1=CC=CC=C1)=O)NC(=O)C=1C=NC(=CC1)N1CCN(CC1)C